N-(4-fluoro-5-(((2S,4R)-2-methyl-4-((2-methyl-2H-pyrazolo[3,4-c]pyridin-7-yl)oxy)pyrrolidin-1-yl)methyl)thiazol-2-yl)acetamide FC=1N=C(SC1CN1[C@H](C[C@H](C1)OC1=NC=CC=2C1=NN(C2)C)C)NC(C)=O